[Si](C)(C)(C(C)(C)C)OCCCCC1N(CC=2C=CC(=NC2C1)C(=O)OC)C(=O)OC(C)(C)C 6-(tert-butyl) 2-methyl 7-(4-((tert-butyldimethylsilyl)oxy)butyl)-7,8-dihydro-1,6-naphthyridine-2,6(5H)-dicarboxylate